BrC1=C(C=CC=C1)CCNC(=O)[C@]1([C@@H](CC[C@H](C1)C)C(C)C)O (1s,2s,5r)-N-(2-bromophenylethyl)-1-hydroxy-2-isopropyl-5-methylcyclohexane-1-carboxamide